NCC#CC1=C2CN(C(C2=CC=C1)=O)C1C(NC(CC1)=O)=O 3-(4-(3-aminoprop-1-yn-1-yl)-1-oxoisoindolin-2-yl)piperidine-2,6-dione